{(3R,5R,6S)-5-(3-Chlorophenyl)-6-(4-chlorophenyl)-1-[(2S,3S)-2-hydroxy-3-pentanyl]-3-methyl-2-oxo-3-piperidinyl}acetic acid ClC=1C=C(C=CC1)[C@H]1C[C@](C(N([C@@H]1C1=CC=C(C=C1)Cl)[C@H]([C@H](C)O)CC)=O)(C)CC(=O)O